N-[(4-cyclobutyl-3-fluorophenyl)(phenyl)methyl]-4-fluoro-1-[2-(1H-1,2,3-triazol-5-yl)acetyl]pyrrolidine-2-carboxamide C1(CCC1)C1=C(C=C(C=C1)C(NC(=O)C1N(CC(C1)F)C(CC1=CN=NN1)=O)C1=CC=CC=C1)F